1-(p-tolyl)-1H-1,2,3-triazole-4-carboxylic acid C1(=CC=C(C=C1)N1N=NC(=C1)C(=O)O)C